N(=C=O)C(C(C)C)CCCCCCCCC(C(C)C)N=C=O 3,12-diisocyanato-2,13-dimethyltetradecane